4-(1-(2-(2-methoxyethyl)-1H-pyrazol-4-yl)phenyl)-1,7-naphthyridine-3-carboxamide COCCN1NC=C(C1)C1(CC=CC=C1)C1=C(C=NC2=CN=CC=C12)C(=O)N